C1(CCCCC1)[C@@H](C(=O)NC=1C=C2CC(CC2=CC1)(C(=O)NC)N1C(N[C@@H](C1)C(C)C)=O)NC(CC1=CC=CC=C1)=O 5-((S)-2-cyclohexyl-2-(2-phenylacetamido)acetamido)-2-((R)-4-isopropyl-2-oxoimidazolidin-1-yl)-N-methyl-2,3-dihydro-1H-indene-2-carboxamide